COC1=CC=C(C=C1)/C=C(/C=C\C=O)\C (2Z,4E)-5-(4-methoxyphenyl)-4-methylpenta-2,4-dienal